2-((S)-4-(5-(8-chloronaphthalen-1-yl)-8-(((R)-1-methylpyrrolidin-3-yl)oxy)-3,4-dihydro-2H-pyrano[2,3-f]quinazolin-10-yl)-1-(2-fluoroacryloyl)piperazin-2-yl)acetonitrile ClC=1C=CC=C2C=CC=C(C12)C1=C2C(=C3C(=NC(=NC3=C1)O[C@H]1CN(CC1)C)N1C[C@@H](N(CC1)C(C(=C)F)=O)CC#N)OCCC2